4-Carboxyphenyldiphenylsulfonium Trifurate O1C(=CC=C1)C(=O)[O-].O1C(=CC=C1)C(=O)[O-].O1C(=CC=C1)C(=O)[O-].C(=O)(O)C1=CC=C(C=C1)[S+](C1=CC=CC=C1)C1=CC=CC=C1.C(=O)(O)C1=CC=C(C=C1)[S+](C1=CC=CC=C1)C1=CC=CC=C1.C(=O)(O)C1=CC=C(C=C1)[S+](C1=CC=CC=C1)C1=CC=CC=C1